ClC1=NC(=CC(=C1C)C(=O)OCC)Cl ethyl 2,6-dichloro-3-methyl-pyridine-4-carboxylate